ClCCC[Si](OCCC)(OCCC)CC chloropropyl-ethyl-dipropoxysilane